(dipyridin-2-ylmethylideneamino)-(methylsulfanyl-sulfoniumylidene-methyl)azanide N1=C(C=CC=C1)C(C1=NC=CC=C1)=N[N-]C(=[SH+])SC